5-(2-amino-8-fluoro-[1,2,4]triazolo[1,5-a]pyridin-6-yl)-N-tert-butylpyridine NC1=NN2C(C(=CC(=C2)C=2C=CCN(C2)C(C)(C)C)F)=N1